P(O)(O)([O-])=S O,O-dihydrogen phosphorothioate